C(\C=C\CCC=CCC)O E-2,6-nondienol